3-(2-((tert-butyldimethylsilyl)oxy)ethoxy)-N-(8-(methylamino)-5-((1-((2-(trimethylsilyl)ethoxy)methyl)-1H-benzo[d][1,2,3]triazol-5-yl)ethynyl)-2,7-naphthyridin-3-yl)propenamide [Si](C)(C)(C(C)(C)C)OCCOC=CC(=O)NC=1N=CC2=C(N=CC(=C2C1)C#CC1=CC2=C(N(N=N2)COCC[Si](C)(C)C)C=C1)NC